CN1C=C(C=2C1=NC=C(C2)[N+](=O)[O-])C(F)(F)F 1-methyl-5-nitro-3-trifluoromethyl-1H-pyrrolo[2,3-b]pyridine